2-(((8-Methoxy-3-(5-methylisoxazol-3-yl)-[1,2,4]triazolo[4,3-b]pyridazin-6-yl)oxy)methyl)-7,8-dihydro-1,6-naphthyridine-6(5H)-carboxylic acid tert-butyl ester C(C)(C)(C)OC(=O)N1CC=2C=CC(=NC2CC1)COC=1C=C(C=2N(N1)C(=NN2)C2=NOC(=C2)C)OC